C[C@H]([C@@H](C)S(=O)[O-])CC=C.[Na+] Sodium (2R,3S)-3-methylhex-5-ene-2-sulfinate